5-(1-(2,2-difluoroethyl)-4-fluoro-1H-benzo[d]imidazol-6-yl)-6-fluoro-N-((3R,4S)-3-fluoro-1-methylpiperidin-4-yl)-4-methoxypyrrolo[2,1-f][1,2,4]triazin-2-amine FC(CN1C=NC2=C1C=C(C=C2F)C=2C(=CN1N=C(N=C(C12)OC)N[C@@H]1[C@@H](CN(CC1)C)F)F)F